(6-(6-((2R,4S)-4-fluoro-2-(5-fluoro-2-methoxypyridin-3-yl)pyrrolidin-1-yl)imidazo[1,2-b]pyridazin-3-yl)pyrimidin-4-yl)methanol F[C@H]1C[C@@H](N(C1)C=1C=CC=2N(N1)C(=CN2)C2=CC(=NC=N2)CO)C=2C(=NC=C(C2)F)OC